[1-[[4-[[(1Z)-2-ethoxy-3,3,3-trifluoro-1-propen-1-yl]oxy]phenyl]methyl]-1H-pyrazol-4-yl]methyl propanoate C(CC)(=O)OCC=1C=NN(C1)CC1=CC=C(C=C1)O\C=C(\C(F)(F)F)/OCC